C(CC)(=O)N1CCN(CC1)C1(CC(CCC1)C(F)(F)F)N1C(C=CC2=CN=C3C(=C12)C=C(C=C3)C=3C=NC1=CC=CC=C1C3)=O (1-(4-propionylpiperazin-1-yl)-3-(trifluoromethyl)cyclohexyl)-9-(quinolin-3-yl)benzo[H][1,6]naphthyridin-2(1H)-one